tert-butyl 2-[2-chloro-6-cyano-4-[1-methyl-1-[4-[(2-methylsulfanylpyrimidin-4-yl)methoxy]phenyl]ethyl]phenoxy]acetate ClC1=C(OCC(=O)OC(C)(C)C)C(=CC(=C1)C(C)(C1=CC=C(C=C1)OCC1=NC(=NC=C1)SC)C)C#N